3-benzyloxy-4-nitro-benzoyl chloride C(C1=CC=CC=C1)OC=1C=C(C(=O)Cl)C=CC1[N+](=O)[O-]